CC1=CC(C=CC1(N)C)=C1C=C(C(N)(C=C1)C)C 3,3',4,4'-tetramethylbenzidine